bis(4-aminobutyl)-1,4-butanediamine NCCCCC(CCCN)(N)CCCCN